(R)-1-(3-(methyl(tetrahydro-2H-pyran-4-yl)amino)propyl)-6-(2,3,6-trifluorophenyl)-2,5,6,7-tetrahydro-3H-pyrrolo[1,2-c]imidazole-3-thione hydrochloride Cl.CN(CCCC1=C2N(C(N1)=S)C[C@H](C2)C2=C(C(=CC=C2F)F)F)C2CCOCC2